tert-butyl (5-(4-(hydroxymethyl)phenyl)thiazolo[5,4-b]pyridin-2-yl)carbamate OCC1=CC=C(C=C1)C1=CC=C2C(=N1)SC(=N2)NC(OC(C)(C)C)=O